N,N-bis(t-butoxycarbonyl)-6-bromo-7-chloroisoquinolin-3-amine C(C)(C)(C)OC(=O)N(C=1N=CC2=CC(=C(C=C2C1)Br)Cl)C(=O)OC(C)(C)C